22,22-dimethyl-24-oxa-16λ6-thia-11,13,14,26,31-pentazahexacyclo-[23.3.1.112,15.117,21.02,10.05,9]hentriaconta-1(28),2,4,9,12,14,17,19,21(30),25(29),26-undecaene 16,16-dioxide CC1(C=2C=CC=C(S(C3=NN=C(NC4=C5CCCC5=CC=C4C4=CC=NC(OC1)=C4)N3)(=O)=O)C2)C